CC1=C(N=CO1)CC=O 2-(5-methyloxazol-4-yl)ethanone